N4-[(1-methylpyrrolidin-3-yl)methyl]-6-(1-tetrahydropyran-2-ylindazol-6-yl)-1,3,5-triazine-2,4-diamine CN1CC(CC1)CNC1=NC(=NC(=N1)C1=CC=C2C=NN(C2=C1)C1OCCCC1)N